(2S)-2-amino-5-(2-amino-1H-imidazol-1-yl)-N-[(1S)-1-[5-(methoxymethyl)-1,2,4-oxadiazol-3-yl]-2,2-dimethylpropyl]pentanamide hydrochloride salt Cl.N[C@H](C(=O)N[C@@H](C(C)(C)C)C1=NOC(=N1)COC)CCCN1C(=NC=C1)N